5-(4-isoprop-oxypyridin-2-yl)-N-(5-methoxy-pyridin-2-yl)-1,3,4-oxadiazol-2-amine C(C)(C)OC1=CC(=NC=C1)C1=NN=C(O1)NC1=NC=C(C=C1)OC